4-[5-(aminomethyl)pyrimidin-2-yl]-3-[2-methyl-5-[(3S)-oxolan-3-yl]pyrazol-3-yl]oxybenzonitrile NCC=1C=NC(=NC1)C1=C(C=C(C#N)C=C1)OC=1N(N=C(C1)[C@H]1COCC1)C